C(C)(=O)OC1=C(C=CC=C1C)C 2,6-dimethylphenol acetate